NC1=CN=C2N1C=CC=C2 3-Amino-imidazo-[1,2-a]-pyridine